5-bromo-6-chloro-3-indolyl phosphate P(=O)(OC1=CNC2=CC(=C(C=C12)Br)Cl)([O-])[O-]